di-(tert-butylphenyl)phosphonium tetrafluoroborate F[B-](F)(F)F.C(C)(C)(C)C1=C(C=CC=C1)[PH2+]C1=C(C=CC=C1)C(C)(C)C